S1C=NC=C1C1=C(C=CC=C1)S(=O)(=O)NC(C(F)(F)F)C thiazol-5-yl-N-(1,1,1-trifluoropropan-2-yl)benzenesulfonamide